4-ANISIC ACID C(C1=CC=C(C=C1)OC)(=O)O